2,2,2-trideuterio-1,1-bis(trideuteriomethyl)ethyl 2-[(1,3-dihydropyrrolo[3,4-c]pyridine-2-carbonylamino)methyl]-6-azaspiro[2.5]octane-6-carboxylate C1N(CC=2C=NC=CC21)C(=O)NCC2CC21CCN(CC1)C(=O)OC(C([2H])([2H])[2H])(C([2H])([2H])[2H])C([2H])([2H])[2H]